3-(1-thioxo-5-((4-(2-(trifluoromethyl)phenyl)piperidin-1-yl)methyl)isoindolin-2-yl)piperidine-2,6-dione S=C1N(CC2=CC(=CC=C12)CN1CCC(CC1)C1=C(C=CC=C1)C(F)(F)F)C1C(NC(CC1)=O)=O